1,4-Dicyanobenzene C(#N)C1=CC=C(C=C1)C#N